FC1C(OC2=NC=CC=C21)(C)C Fluoro-2,2-dimethyl-2,3-dihydrofuro[2,3-b]pyridine